(E)-3-(3'-fluoro[1,1'-biphenyl]-2-yl)-3-oxoprop-1-en-1-yl-benzoic acid FC=1C=C(C=CC1)C1=C(C=CC=C1)C(/C=C/C1=C(C(=O)O)C=CC=C1)=O